carbamoyl-(pyrrolidine-1-carbonyl)-N,N,N-trimethyl-1,14,18-trioxo-5,8,11,19-tetraoxa-2,15-diazadocosan-22-aminium trifluoroacetate FC(C(=O)[O-])(F)F.C(N)(=O)N(C(=O)C(=O)N1CCCC1)CCOCCOCCOCCC(NCCC(OCCC[N+](C)(C)C)=O)=O